S-butyl 2-phenylpropanethioate C1(=CC=CC=C1)C(C(SCCCC)=O)C